3-(2-Bromo-3-methylbut-3-enyl)-2,2-dimethyl-7-pentyl-3,4-dihydrochromen-5-ol BrC(CC1C(OC=2C=C(C=C(C2C1)O)CCCCC)(C)C)C(=C)C